2-(5-{(1S)-1-[3,5-bis(trifluoromethyl)benzamido]ethyl}-3-methyl-1H-1,2,4-triazol-1-yl)-1,3-thiazole-5-carboxamide FC(C=1C=C(C(=O)N[C@@H](C)C2=NC(=NN2C=2SC(=CN2)C(=O)N)C)C=C(C1)C(F)(F)F)(F)F